O=C1C(CC(C2C3C(C1)(CCC3)CCC2)OC(=O)Cl)C=C 8-oxo-7-vinyldecahydro-4,9a-propanocyclopenta[8]annulen-5-ylcarbonochloridate